N-(5-((4-(trifluoromethyl)benzyl)oxy)-1H-indol-3-yl)nicotinamide FC(C1=CC=C(COC=2C=C3C(=CNC3=CC2)NC(C2=CN=CC=C2)=O)C=C1)(F)F